NC=1C=C2N=C3C=C(C=CC3=CC2=CC1)NC(CCOCCOCCOCCOCCNC(OC(C)(C)C)=O)=O tert-butyl (15-((6-aminoacridin-3-yl)amino)-15-oxo-3,6,9,12-tetraoxapentadecyl)carbamate